C(C)(C)(C1=CC=CC=C1)OOC(C)(C)C1=CC=CC=C1 bis-cumyl peroxide